FC(C1=NN=C(O1)C=1C=CC(=NC1)CN1C(N(C(C1=O)(C)C)C1=CC=CC=C1)=O)F 3-((5-(5-(difluoromethyl)-1,3,4-oxadiazol-2-yl)pyridin-2-yl)methyl)-5,5-dimethyl-1-phenylimidazolidin-2,4-dione